ClC=1C(=CC(=NC1)OC)C1=CC(=NN1)C(=O)N1CCC(CC1)C(=O)NC=1SC(=CN1)C(C)C 1-[5-(5-chloro-2-methoxypyridin-4-yl)-1H-pyrazole-3-carbonyl]-N-[5-(prop-2-yl)-1,3-thiazol-2-yl]piperidine-4-carboxamide